tert-Butyl (3-amino-6-chloro-2-((1-(difluoromethyl)-1H-pyrazol-4-yl)amino)pyridin-4-yl)carbamate NC=1C(=NC(=CC1NC(OC(C)(C)C)=O)Cl)NC=1C=NN(C1)C(F)F